FCS(=O)(=O)N[C@@H]1[C@@H](N(CC12CC2)C(=O)[C@@H]2OCCC2)CC=2C(=C(C=CC2)C2=CC(=CC(=C2)F)F)F 1-fluoro-N-((6S,7S)-5-((R)-tetrahydrofuran-2-carbonyl)-6-((2,3',5'-trifluoro-[1,1'-biphenyl]-3-yl)methyl)-5-azaspiro[2.4]heptan-7-yl)methanesulfonamide